O=C1C(=C(C1=O)NC1=C(C(=NC=C1)C(=O)N(C)C)O)NC1C(CCC2=C1N=C(O2)C)(C)C (3,4-dioxo-2-((2,5,5-trimethyl-4,5,6,7-tetrahydrobenzo[d]oxazol-4-yl)amino)cyclobut-1-en-1-yl)amino-3-hydroxy-N,N-dimethylpicolinamide